4-chloro-3-methylisoxazolo[5,4-d]pyrimidine ClC1=C2C(=NC=N1)ON=C2C